6-[1-(oxetan-3-yl)azepan-4-yl]oxypyrazolo[1,5-a]pyridine O1CC(C1)N1CCC(CCC1)OC=1C=CC=2N(C1)N=CC2